C(C1=CC=CC=C1)N1CC2C3(NC(C(C(C31)CCC)C2)=O)C(=O)NC2CCCCC2 1-benzyl-N-cyclohexyl-5-oxo-7-propyloctahydro-3aH-3,6-methanopyrrolo[3,2-b]pyridine-3a-carboxamide